NC1=C2C(=NC=N1)N(N=C2C2=CC(=C(C=C2)OC(F)F)F)[C@@H](C)C=2C=C1N(C(C2C2=CC=CC=C2)=O)C(=CS1)Cl (S)-7-(1-(4-amino-3-(4-(difluoromethoxy)-3-fluorophenyl)-1H-pyrazolo[3,4-d]pyrimidin-1-yl)ethyl)-3-chloro-6-phenyl-5H-thiazolo[3,2-a]pyridin-5-one